C(C)(C)OC=1C=C(C=CC1)C1=C(C(C2=CC=CC3=C2C1=NS3(=O)=O)=O)NC (3-isopropoxyphenyl)-4-(methylamino)-5H-naphtho[1,8-cd]isothiazol-5-one-1,1-dioxide